6-Chloro-3-(3-cyano-4-methoxybenzoyl)-N-(3-(dimethylamino)propyl)-4-oxo-4H-chromene-2-carboxamide ClC=1C=C2C(C(=C(OC2=CC1)C(=O)NCCCN(C)C)C(C1=CC(=C(C=C1)OC)C#N)=O)=O